2-(3,4-dichlorophenyl)-6-[(3-ethoxycarbonyl-4-methyl-pyrazol-1-yl)methyl]-1-ethyl-4-oxo-pyridine-3-carboxylic acid ClC=1C=C(C=CC1Cl)C=1N(C(=CC(C1C(=O)O)=O)CN1N=C(C(=C1)C)C(=O)OCC)CC